tert-butyl 4-((2R,3R)-2-methyl-1-(6-(4-(4-methyl-1-(oxetan-3-yl)-1H-pyrazol-5-yl)piperidin-1-yl)-2-(trifluoromethyl)pyrimidin-4-yl)azetidin-3-yl)piperazine-1-carboxylate C[C@H]1N(C[C@H]1N1CCN(CC1)C(=O)OC(C)(C)C)C1=NC(=NC(=C1)N1CCC(CC1)C1=C(C=NN1C1COC1)C)C(F)(F)F